FC=1C(=NC=CC1)C=1N=C(C2=C(N1)CCC2)N2CCCCCC2 1-[2-(3-fluoropyridin-2-yl)-5H,6H,7H-cyclopenta[d]pyrimidin-4-yl]azepane